5-fluoronicotinaldehyde FC=1C=NC=C(C=O)C1